C(#N)C1=C(C=C(C=C1)NC(=O)[C@]12[C@H]3C[C@@H]([C@@H]([C@@]2(C1)C1=CC(=CC=C1)C(F)(F)F)O3)O)C(F)(F)F |r| rac-(1r,2r,4s,5r,6s)-N-(4-cyano-3-(trifluoromethyl)phenyl)-6-hydroxy-4-(3-(trifluoromethyl)phenyl)-8-oxatricyclo[3.2.1.02,4]octane-2-carboxamide